propionic acid, ammonium salt [NH4+].C(CC)(=O)[O-]